1-{3-Chloro-4-[(2,8-dimethyl-1,2,3,4-tetrahydropyrido[1,2-b]indazol-2-yl)carbamoyl]phenyl}1H-benzimidazol ClC=1C=C(C=CC1C(NC1(CC2=C3N(N=C2CC1)C=C(C=C3)C)C)=O)N3C=NC1=C3C=CC=C1